(trans-3-(3-cyclopropyl-4-(1H-pyrazolo[3,4-b]pyridin-1-yl)-1H-pyrazol-1-yl)cyclobutyl)methanamine C1(CC1)C1=NN(C=C1N1N=CC=2C1=NC=CC2)[C@@H]2C[C@H](C2)CN